5-((2-(2,6-dioxopiperidin-3-yl)-1-oxoisoindolin-4-yl)(propyl)amino)-N-methylpentanamide O=C1NC(CCC1N1C(C2=CC=CC(=C2C1)N(CCCCC(=O)NC)CCC)=O)=O